2-amino-3-(3-(dimethylcarbamoyl)phenyl)propanoic acid NC(C(=O)O)CC1=CC(=CC=C1)C(N(C)C)=O